C(C)S(=O)(=O)C1=CC=C(C=C1)CC(=O)NC1=NC=C(C=C1)C(C(C)(C1=NC=CC=C1)C)=O 2-(4-(ethylsulfonyl)phenyl)-N-(5-(2-methyl-2-(pyridin-2-yl)propionyl)pyridin-2-yl)acetamide